O1COC2=C1C=CC(=C2)C=CCCCCC=CC(=O)N2CCCCC2 1-[9-(1,3-benzodioxolen-5-yl)-1-oxo-2,8-nonadienyl]Piperidine